5-chloro-2-(3,5-diethyl-2-hydroxyphenyl)-2H-benzotriazole ClC1=CC=2C(=NN(N2)C2=C(C(=CC(=C2)CC)CC)O)C=C1